5-(2,6-dichloro-4-nitrophenoxy)pyridin ClC1=C(OC=2C=CC=NC2)C(=CC(=C1)[N+](=O)[O-])Cl